C(C)(=O)N1CCC(=CC1)C=1C=NN(C1)C12CC(C1)(C2)NC(OC(C)(C)C)=O tert-butyl {3-[4-(1-acetyl-1,2,3,6-tetrahydropyridin-4-yl)-1H-pyrazol-1-yl]bicyclo[1.1.1]pentan-1-yl}carbamate